1-(3-chlorophenyl)-N-(cyclopropylmethyl)-6-(3-formylphenyl)-7-oxo-4,5-dihydropyrazolo[3,4-c]pyridine-3-carboxamide ClC=1C=C(C=CC1)N1N=C(C2=C1C(N(CC2)C2=CC(=CC=C2)C=O)=O)C(=O)NCC2CC2